4-((4-((fluorosulfonyl)carbamoyl)benzyl)oxy)phenyl sulfurofluoridate S(OC1=CC=C(C=C1)OCC1=CC=C(C=C1)C(NS(=O)(=O)F)=O)(=O)(=O)F